Epoxythiol-thiol S1C2=C(C(=C1)S)O2